(2-[8-(diethoxymethylsilyl)octoxy]-5-hydroxyphenyl)tricyclohexylphosphonium bromide [Br-].C(C)OC(OCC)[SiH2]CCCCCCCCOC1=C(C=C(C=C1)O)[P+](C1CCCCC1)(C1CCCCC1)C1CCCCC1